F[C@H]1[C@@H]([C@]2(CN([C@@]1(CC2)C)C)C)N(C2=CC=C(N=N2)C2=C(C=C(C=C2)N2C=NC=C2)O)C 2-(6-(((1R,4R,5R,6S)-6-fluoro-1,2,4-trimethyl-2-azabicyclo[2.2.2]octan-5-yl)(methyl)amino)pyridazin-3-yl)-5-(1H-imidazol-1-yl)phenol